CC1=NN(C(=N1)C)C1=NC(=NC=C1F)N1C[C@@H](N([C@@H](C1)C)C(=O)N1N=CC[C@H]1C=1C=C(C#N)C=C(C1)F)C 3-((S)-1-((2S,6R)-4-(4-(3,5-dimethyl-1H-1,2,4-triazol-1-yl)-5-fluoropyrimidin-2-yl)-2,6-dimethylpiperazine-1-carbonyl)-4,5-dihydro-1H-pyrazol-5-yl)-5-fluorobenzonitrile